(2R)-1,4-bis[2-(4-chloro-3-fluorophenoxy)acetamido]bicyclo[2.2.2]octan-2-yl Acetate C(C)(=O)O[C@H]1C2(CCC(C1)(CC2)NC(COC2=CC(=C(C=C2)Cl)F)=O)NC(COC2=CC(=C(C=C2)Cl)F)=O